5-chloro-4-oxo-3-(2-oxopropyl)-3,4-dihydroquinazoline ClC1=C2C(N(C=NC2=CC=C1)CC(C)=O)=O